COC(=O)C=1C=C(C(=O)Cl)C=CC1 3-(methoxycarbonyl)benzoic acid chloride